S1C\C(\CC1)=C\C(=O)O 2-[(3E)-THIOLAN-3-YLIDENE]ACETIC ACID